OC=1C=C(C=CC1C=1N=NC(=CC1)N(C1CC(NC(C1)(C)C)(C)C)C)/C(=C/C(=O)NC)/C (E)-3-(3-hydroxy-4-(6-(methyl(2,2,6,6-tetramethylpiperidin-4-yl)amino)pyridazin-3-yl)phenyl)-N-methylbut-2-enamide